C(C)C(=O)CC ETHYL ETHYL ketone